C(C)N(CC)CCC1=CC=C(C=C)C=C1 N,N-diethyl-p-aminoEthylstyrene